N-methyl-N-(N-methyl-N-((R)-1-tritylaziridine-2-carbonyl)glycyl)-L-valine CN([C@@H](C(C)C)C(=O)O)C(CN(C(=O)C1[N@@](C1)C(C1=CC=CC=C1)(C1=CC=CC=C1)C1=CC=CC=C1)C)=O